ClC(C(C(=O)O)CC1=CC=CC=C1)(Cl)Cl.C(C)(=O)OC(C1=CC=CC=C1)C(Cl)(Cl)Cl alpha-trichloromethylbenzyl acetate (alpha-trichloromethyl benzyl acetate)